4-(6-(4-(2-fluorophenoxy)piperidin-1-yl)pyridin-3-yl)-6-(2-hydroxy-2-methylpropoxy)pyrazolo[1,5-a]pyridine-3-carbonitrile FC1=C(OC2CCN(CC2)C2=CC=C(C=N2)C=2C=3N(C=C(C2)OCC(C)(C)O)N=CC3C#N)C=CC=C1